FCC(CF)N1CCC(=CC1)C1=C(C(=CC=C1)F)NC(=O)N1CCC(CC1)C1=CC=C(C=C1)C N-{2-[1-(1,3-difluoropropan-2-yl)-1,2,3,6-tetrahydropyridin-4-yl]-6-fluorophenyl}-4-(4-methylphenyl)piperidine-1-carboxamide